2-(4-fluorobenzylene)succinic acid FC1=CC=C(C=C(C(=O)O)CC(=O)O)C=C1